(R)-2-(2-((5-(1-aminoisoquinolin-7-yl)-1'-(carboxymethyl)-2,3-dihydrospiro[indene-1,4'-piperidin]-3-yl)oxy)phenyl)acetic acid NC1=NC=CC2=CC=C(C=C12)C=1C=C2[C@@H](CC3(CCN(CC3)CC(=O)O)C2=CC1)OC1=C(C=CC=C1)CC(=O)O